N,1-dimethylimidazole-2-sulfonamide CNS(=O)(=O)C=1N(C=CN1)C